2-(3-methoxyphenyl)-3-(methylamino)propan-1-one COC=1C=C(C=CC1)C(C=O)CNC